9,9-bisOctyl-fluorene C(CCCCCCC)C1(C2=CC=CC=C2C=2C=CC=CC12)CCCCCCCC